(E)-3-(1-hydroxy-4,4-dimethylcyclohexyl)allyl acetate C(C)(=O)OC\C=C\C1(CCC(CC1)(C)C)O